3-Cyclopentyl-6-Methyl-1-(1-(6-(Trifluoromethyl)Pyridin-3-Yl)Ethyl)-1H-Pyrazolo[3,4-d]Pyrimidin-4(5H)-One C1(CCCC1)C1=NN(C=2N=C(NC(C21)=O)C)C(C)C=2C=NC(=CC2)C(F)(F)F